C(CCCCCCCCCCCCCCCCC)(=O)N[C@@H](CC1=CNC=N1)C(=O)O N-octadecanoylhistidine